((1S,2R)-2-methylcyclohexylamino)-4-(trifluoro-methyl)benzonitrile C[C@H]1[C@H](CCCC1)NC1=C(C#N)C=CC(=C1)C(F)(F)F